C\C=C\CC\C=C/CC (E,Z)-2,6-nonadien